NC(C(C)O)(N)O diaminopropyleneglycol